tert-butyl N-[(2E)-3-(7-{[(3S,4R)-3-fluoro-1-methylpiperidin-4-yl]amino}-3-(2,2,2-trifluoroethyl)-1-benzothiophen-2-yl)prop-2-en-1-yl]carbamate F[C@H]1CN(CC[C@H]1NC1=CC=CC=2C(=C(SC21)/C=C/CNC(OC(C)(C)C)=O)CC(F)(F)F)C